C1(=CC=CC=2C3=CC=CC=C3NC12)C=1C(=C(C=2C3=CC=CC=C3C3=CC=CC=C3C2C1)C1=C(C=CC=C1C1=CC=CC=2C3=CC=CC=C3NC12)C1=CC=CC=C1)C1=C(C=CC=C1C1=CC=CC=2C3=CC=CC=C3NC12)C1=CC=CC=C1 (carbazolyl)bis[(carbazolyl)biphenylyl]triphenylene